1-(5-{5-[4-Cyclopropyl-3-(trifluoromethyl)phenyl]-7-[{[1-(methoxymethyl)cyclopentyl]methyl}(methyl)amino]-1H-imidazo[4,5-b]pyridin-2-yl}pyrazin-2-yl)piperidin C1(CC1)C1=C(C=C(C=C1)C1=CC(=C2C(=N1)N=C(N2)C=2N=CC(=NC2)N2CCCCC2)N(C)CC2(CCCC2)COC)C(F)(F)F